N-(5-(2-(4-(trifluoromethyl)phenoxy)ethyl)-1H-indol-3-yl)spiro[2.2]pentane-1-carboxamide FC(C1=CC=C(OCCC=2C=C3C(=CNC3=CC2)NC(=O)C2CC23CC3)C=C1)(F)F